N-(4-(1H-imidazol-1-yl)phenyl)-5-(3,5-dimethylisoxazol-4-yl)-2-methylaniline N1(C=NC=C1)C1=CC=C(C=C1)NC1=C(C=CC(=C1)C=1C(=NOC1C)C)C